2-(4-(hydroxymethyl)-4-methylcyclohexyl)isoindoline-1,3-dione OCC1(CCC(CC1)N1C(C2=CC=CC=C2C1=O)=O)C